NCCCN1C=C(C2=CC(=CC=C12)CN1CCC(CC1)CN1CCN(CC1)C=1C=C2CN(CC2=CC1)C1C(NC(CC1)=O)=O)C1=CC=C(C=C1)C(F)(F)F 5-(4-((1-((1-(3-aminopropyl)-3-(4-(trifluoromethyl)phenyl)-1H-indol-5-yl)methyl)piperidin-4-yl)methyl)piperazin-1-yl)-2-(2,6-dioxopiperidin-3-yl)isoindoline